N1(CCCCC1)CCCCC(=O)OC(COC(CCCCCCCCCCCCCCCC)=O)C(COC(CCCCCCC\C=C/C\C=C/CCCCC)=O)OC(CCCCN1CCCCC1)=O 1-(heptadecanoyloxy)-4-(((9Z,12Z)-octadeca-9,12-dienoyl)oxy)butane-2,3-diyl bis(5-(piperidin-1-yl)pentanoate)